2,2-bis(trifluoromethyl)oxirane FC(C1(OC1)C(F)(F)F)(F)F